FC1=C(C=C(C=C1)F)C1=C(C(=NC=C1)C1CN(C[C@H](O1)C)C(=O)OC(C)(C)C)NC(=O)C=1C=NC(=NC1)C(C)C tert-butyl (6R)-2-(4-(2,5-difluorophenyl)-3-(2-isopropylpyrimidine-5-carboxamido)pyridin-2-yl)-6-methylmorpholine-4-carboxylate